C(C)(C)(C)OC(=O)C=1C=CC2=C(N(C(=N2)CC2=C(C(=C(C(=C2)F)Br)F)F)CCOC)C1 2-(4-bromo-2,3,5-trifluorobenzyl)-1-(2-methoxyethyl)-1H-benzo[d]Imidazole-6-carboxylic acid tert-butyl ester